O=C1CNC[C@H](N1)CNS(=O)(=O)C (S)-N-((6-oxopiperazin-2-yl)methyl)methanesulfonamide